copper-magnesium-zirconium [Zr].[Mg].[Cu]